ClC1=NC=C(C(=N1)C=1C=C2N(C(N(C2)[C@@H](C(=O)OC(C)(C)C)C)=O)C1)Cl tert-Butyl (R)-2-(6-(2,5-dichloropyrimidin-4-yl)-3-oxo-1H-pyrrolo[1,2-c]imidazol-2(3H)-yl)propanoate